BrC(C(=O)OCCC[Si](OC)(OC)OC)(C)C 3-(trimethoxysilyl)propyl bromo-2-methylpropanoate